3-cyclopentyl-1H-pyrazole-5-carbonitrile C1(CCCC1)C1=NNC(=C1)C#N